C(C1=CC=CC=C1)C1=C(C(=C(N=N1)N1CC(N(CC1)C=1N=CC(=NC1)O)C)C)C 5-(4-(6-benzyl-4,5-dimethylpyridazin-3-yl)-2-methylpiperazin-1-yl)pyrazin-2-ol